(E)-3-(3-((2-(aminomethyl)-3-fluoroallyl)oxy)benzyl)-2-thioxo-1,2,3,7-tetrahydro-6H-purin-6-one hydrochloride Cl.NC/C(/COC=1C=C(CN2C(NC(C=3NC=NC23)=O)=S)C=CC1)=C\F